BrC1=CC=C(C=N1)OCC(=O)OC methyl 2-((6-bromopyridin-3-yl)oxy)acetate